COC=1C=C(C=CC1OC)[C@@H](C)NC(\C=C\C1=CNC2=NC=CC(=C21)C2=CC=C(C=C2)CN2CCOCC2)=O (R,E)-N-(1-(3,4-dimethoxyphenyl)ethyl)-3-(4-(4-(morpholinomethyl)phenyl)-1H-pyrrolo[2,3-b]pyridin-3-yl)acrylamide